4-((4-Acetyl-2-isopropyl-3-oxo-3,4-dihydrobenzo[f]quinoxalin-6-yl)oxy)butanoic acid ethyl ester C(C)OC(CCCOC=1C2=C(C=3N=C(C(N(C3C1)C(C)=O)=O)C(C)C)C=CC=C2)=O